4-hexyl-3-hydroxyphenolate C(CCCCC)C1=C(C=C(C=C1)[O-])O